4-(6-chloro-8-fluoro-2-(((S)-1-methylazetidin-2-yl)methoxy)-4-(piperazin-1-yl)quinazolin-7-yl)benzo[d]thiazol-2-amine ClC=1C=C2C(=NC(=NC2=C(C1C1=CC=CC2=C1N=C(S2)N)F)OC[C@H]2N(CC2)C)N2CCNCC2